NC=1SC2=C(C=NC=C2N2C[C@@H](OC[C@@H]2C)C(=O)N2[C@H](C3=C(C=C(C=C3CC2)C(F)(F)F)Cl)C)N1 ((2R,5S)-4-(2-aminothiazolo[4,5-c]pyridin-7-yl)-5-methylmorpholin-2-yl)((S)-8-chloro-1-methyl-6-(trifluoromethyl)-3,4-dihydroisoquinolin-2(1H)-yl)methanone